(E)-((2-(3,7-dimethylocta-2,6-dien-1-yl)-5-pentyl-1,3-phenylene)bis(oxy))bis(methylene) bis(2,2-dimethylpropanoate) CC(C(=O)OCOC=1C(=C(C=C(C1)CCCCC)OCOC(C(C)(C)C)=O)C\C=C(\CCC=C(C)C)/C)(C)C